N-(2-((1r,4r)-4-formylcyclohexyl)-5-(2-hydroxypropan-2-yl)benzo[d]oxazol-6-yl)-2-methyl-oxazole-4-carboxamide C(=O)C1CCC(CC1)C=1OC2=C(N1)C=C(C(=C2)NC(=O)C=2N=C(OC2)C)C(C)(C)O